(5-cyclobutyl-6,7-dihydro-4H-pyrazolo[1,5-a]pyrazin-2-yl)methanol C1(CCC1)N1CC=2N(CC1)N=C(C2)CO